N-(4-Hydroxyphenylethyl)-2-isopropyl-5,5-dimethylcyclohexanecarboxamide OC1=CC=C(C=C1)CCNC(=O)C1C(CCC(C1)(C)C)C(C)C